COC1=NC=CC(=C1C1=CC=2C(=CN=C(C2)NC(=O)[C@H]2[C@@H](C2)CN(C)C)N1C)OC trans-N-[2-(2,4-dimethoxypyridin-3-yl)-1-methylpyrrolo[2,3-c]pyridin-5-yl]-2-[(dimethylamino)methyl]cyclopropane-1-carboxamide